N1=C(C=CC=C1)C1=CC=C(C=C1)CC=1NC(C=2N(C1)C(=NC2)C2CCOCC2)=O 6-[[4-(2-pyridinyl)phenyl]methyl]-3-tetrahydropyran-4-yl-7H-imidazo[1,5-a]pyrazin-8-one